NC1=C(C=C(C=N1)C=1C=C2N(N1)CCC21CN(C1)C(=O)NC1(CCC1)C)OC(F)F 2'-[6-amino-5-(difluoromethoxy)pyridin-3-yl]-N-(1-methylcyclobutyl)-5',6'-dihydrospiro[azetidine-3,4'-pyrrolo[1,2-b]pyrazole]-1-carboxamide